8a-(Hydroxymethyl)-2-methylhexahydropyrrolo[1,2-a]pyrazin-1(2H)-one OCC12N(CCN(C1=O)C)CCC2